3,7-dimethyl-3-octanol acetate C(C)(=O)OC(CC)(CCCC(C)C)C